2-Isopropyl-4,5-bis(aminomethyl)-1,3-dioxolane C(C)(C)C1OC(C(O1)CN)CN